1,1,1,2,2,3,3,4,4,5,5,6,6,7,7,8,8,9,9,10,10-henicosafluorododecane FC(C(C(C(C(C(C(C(C(C(CC)(F)F)(F)F)(F)F)(F)F)(F)F)(F)F)(F)F)(F)F)(F)F)(F)F